[Xe].[Ar] argon xenon